(5RS)-4-{[(2-aminopyridin-4-yl)methyl]amino}-5-(cyclopropylmethyl)-1-methyl-2-oxo-N-(1,3-thiazol-4-yl)-1,2,5,6-tetrahydropyridine-3-carbothioamide NC1=NC=CC(=C1)CNC1=C(C(N(C[C@H]1CC1CC1)C)=O)C(NC=1N=CSC1)=S |r|